N-[(6-Amino-2-pyridyl)sulfonyl]-6-(3-fluoro-5-isobutoxyphenyl)-2-[(2S)-2-(trifluoromethyl)pyrrolidin-1-yl]pyridin-3-carboxamid NC1=CC=CC(=N1)S(=O)(=O)NC(=O)C=1C(=NC(=CC1)C1=CC(=CC(=C1)OCC(C)C)F)N1[C@@H](CCC1)C(F)(F)F